N,N'-diisopropyl-N-(trimethylsilyl)ethanoimidamide C(C)(C)N(C(C)=NC(C)C)[Si](C)(C)C